6'-(ethane-1,2-diylbis(5-carbamoyl-4-methoxy-1H-benzo[d]imidazol-1,2-diyl))bis(3,4-difluorobenzoic acid) C(CN1C(=NC2=C1C=CC(=C2OC)C(N)=O)C2=C(C(=O)O)C=CC(=C2F)F)N2C(=NC1=C2C=CC(=C1OC)C(N)=O)C1=C(C(=O)O)C=CC(=C1F)F